C1(=CC=CC=C1)C1=NC(=NC2=CC=CC=C12)N1C2=CC=CC=C2C=2C=C(C=CC12)B(O)O [9-(4-phenyl-2-quinazolinyl)-9H-carbazol-3-yl]-boronic acid